ClC1=NC(=C(C=C1C#N)F)C1=CN=C2N1N=C(C(=C2)OC)N2CCOCC2 2-chloro-5-fluoro-6-(7-methoxy-6-morpholino-imidazo[1,2-b]pyridazin-3-yl)pyridine-3-carbonitrile